(5S)-2-(2,2-difluoro-1-phenylcyclopropane-1-carbonyl)-9,9-dimethyl-8-oxo-2-azaspiro[4.5]dec-6-ene-7-carbonitrile FC1(C(C1)(C(=O)N1C[C@@]2(CC1)C=C(C(C(C2)(C)C)=O)C#N)C2=CC=CC=C2)F